C(=O)O.ClC1=CC(=CC(=N1)N1C(C2=CC(=CC(=C2C1)C(F)(F)F)CNC1(CCC1)C)=O)C1(CCC1)CC1=NN=CN1C 2-(6-chloro-4-(1-((4-methyl-4H-1,2,4-triazol-3-yl)methyl)cyclobutyl)pyridin-2-yl)-6-(((1-methylcyclobutyl)amino)methyl)-4-(trifluoromethyl)isoindolin-1-one formate